C(CC(O)(C(=O)[O-])CC(=O)OC(C)CC(=O)OCC)(=O)OC(C)CC(=O)OCC bis-(4-ethoxy-4-oxo-butan-2-yl) citrate